nickel-cobalt diselenide [Co](=[Se])=[Se].[Ni]